7-ethoxy-4,6-difluoro-dibenzofuran-3-ol C(C)OC1=C(C2=C(C3=C(O2)C(=C(C=C3)O)F)C=C1)F